N=1C(C(C=C2C=CC3=CC=CN=C3C12)=O)=O.[Ru] Ruthenium (phenanthrolinedione)